3-methoxyperfluoro(2-methylbutane) COC(C(C(F)(F)F)(C(F)(F)F)F)(C(F)(F)F)F